(3aR)-tetrahydro-[1,2,3]oxathiazolo[3,4-a]pyrazine-5(3H)-carboxylic acid tert-butyl ester 1-oxide C(C)(C)(C)OC(=O)N1C[C@H]2N(CC1)S(OC2)=O